C1(CC1)NC(=O)C=1C2=C(C(=NC1)C1=NOC(C1)(C(F)(F)F)C1=CC(=CC(=C1)Cl)Cl)C=CS2 N-cyclopropyl-4-[5-(3,5-dichlorophenyl)-4,5-dihydro-5-(trifluoromethyl)-3-isoxazolyl]thieno[3,2-c]pyridine-7-carboxamide